(4-(2-amino-5-(1-ethyl-1H-pyrazol-4-yl)pyridin-3-yl)-3-fluorophenyl)-3-(4-fluorophenyl)-1-isopropyl-N2-methyl-d3-4-oxo-1,4-dihydropyridine-2,5-dicarboxamide NC1=NC=C(C=C1C1=C(C=C(C=C1)C1=C(C(C(=C(N1C(C)C)C(=O)NC([2H])([2H])[2H])C1=CC=C(C=C1)F)=O)C(=O)N)F)C=1C=NN(C1)CC